Methyl 6-(2-chloro-4-methylphenyl)-2-[2-(4-methylpiperazin-1-yl)ethyl]indazole-4-carboxylate Methyl-6-(2-chloro-4-methylphenyl)-1H-indazole-4-carboxylate COC(=O)C=1C=2C=NNC2C=C(C1)C1=C(C=C(C=C1)C)Cl.ClC1=C(C=CC(=C1)C)C=1C=C(C2=CN(N=C2C1)CCN1CCN(CC1)C)C(=O)OC